C(#N)C1=CC=2N(N=C1)C(=CC2)C(=O)NC2=CC1=CN(N=C1C=C2OC)C2CCC(CC2)N2CCN(CC2)CCC2=CC(=C(C(=C2)F)[C@@H]2C(NC(CC2)=O)=O)F 3-cyano-N-(2-((1R,4r)-4-(4-(4-((R)-2,6-dioxopiperidin-3-yl)-3,5-difluorophenethyl)piperazin-1-yl)cyclohexyl)-6-methoxy-2H-indazol-5-yl)pyrrolo[1,2-b]pyridazine-7-carboxamide